4-(((2R,4S)-2-methyltetrahydro-2H-pyran-4-yl)amino)pyrido[3,4-d]pyridazine C[C@H]1OCC[C@@H](C1)NC=1N=NC=C2C1C=NC=C2